ClC=1C(=C(C(=CC1)OC)C1=CC(=NC=C1C(=O)NC=1SC(=NN1)C(C(=O)NC)(F)F)C)F 4-(3-chloro-2-fluoro-6-methoxyphenyl)-N-(5-(1,1-difluoro-2-(methylamino)-2-oxoethyl)-1,3,4-thiadiazol-2-yl)-6-methylnicotinamide